FC1=CC=C(C=C1)N(C(=O)C1(CC1)C(=O)N)C=1C=NC(=NC1)OC1=CC=NC2=CC(=C(C=C12)C(NC)=O)OC N-(4-Fluorophenyl)-N-(2-((7-methoxy-6-(methylcarbamoyl)quinolin-4-yl)oxy)pyrimidin-5-yl)cyclopropane-1,1-Dicarboxamide